N(=[N+]=[N-])C1=CC=C(C2=CC=CC=C12)C(=O)O 4-azido-1-naphthoic acid